1-methyl-1-((phosphonooxy)methyl)piperazin-1-ium chloride hydrochloride Cl.[Cl-].C[N+]1(CCNCC1)COP(=O)(O)O